COC1(CC(C1)(O)C=1SC2=NC(=CC=C2N1)C1=CC=2C(N=C1)=NN(C2)C)C trans-3-methoxy-3-methyl-1-(5-(2-methyl-2H-pyrazolo[3,4-b]pyridin-5-yl)[1,3]thiazolo[5,4-b]pyridin-2-yl)cyclobutanol